C(C)(C)(C)C1=CC=2C(C(C=3C=C(C=C4C(C(C(=C1)C2C43)=O)=O)C(C)(C)C)=O)=O 2,7-di-tert-butylpyrene-4,5,9,10-tetraone